CC=1N=CC(=NC1)[C@H]1N(OCC1)C(=O)C1CCNCC1 [(3S)-3-(5-methylpyrazin-2-yl)isoxazolidin-2-yl]-(4-piperidyl)methanone